4,4'-oxybis(2,3,5,6-tetrafluoroaniline) O(C1=C(C(=C(N)C(=C1F)F)F)F)C1=C(C(=C(N)C(=C1F)F)F)F